N-(4-((10H-benzo[b]pyrido[2,3-e][1,4]oxazin-4-yl)oxy)-3-fluorophenyl)-5-(4-bromophenyl)-1-isopropyl-4-oxo-1,4-dihydropyridine-3-carboxamide N1=CC=C(C2=C1NC1=C(O2)C=CC=C1)OC1=C(C=C(C=C1)NC(=O)C1=CN(C=C(C1=O)C1=CC=C(C=C1)Br)C(C)C)F